3,3-dicyclopropyl-N-[4-(3,5-dimethyl-1H-pyrazol-4-yl)phenyl]-2-[5-(4-methyl-1,2,5-oxadiazol-3-yl)-4H-1,2,4-triazol-3-yl]propanamide C1(CC1)C(C(C(=O)NC1=CC=C(C=C1)C=1C(=NNC1C)C)C1=NN=C(N1)C1=NON=C1C)C1CC1